(N-[4-amino-5-(4-chlorobenzoyl)thiazol-2-yl]-4-fluoro-anilino)propanamide NC=1N=C(SC1C(C1=CC=C(C=C1)Cl)=O)N(C1=CC=C(C=C1)F)C(C(=O)N)C